(R)-4-((2-(((3-chloro-4-fluoropyridin-2-yl)(1-methylcyclopentyl)methyl)amino)-3,4-dioxocyclobut-1-en-1-yl)amino)-3-hydroxy-N,N-dimethylpicolinamide ClC=1C(=NC=CC1F)[C@@H](C1(CCCC1)C)NC1=C(C(C1=O)=O)NC1=C(C(=NC=C1)C(=O)N(C)C)O